FC1=CC=2N(C=C1)C(=CN2)C2=C1CN(C(C1=C(C=C2)NC2=CC=C1C(=N2)CN(C12CCOCC2)CCO)=O)C(=O)OC(C)(C)C tert-butyl 4-(7-fluoroimidazo[1,2-a]pyridin-3-yl)-7-((6'-(2-hydroxyethyl)-2,3,5,6,6',7'-hexahydrospiro[pyran-4,5'-pyrrolo[3,4-b]pyridin]-2'-yl) amino)-1-oxoisoindoline-2-carboxylate